C(C)(=O)NC1=CC=C(CC[C@@H]2O[C@@H](C(C([C@@]2(C(=O)OCCOC)C)=O)=C)C)C=C1 |r| (±)-2-methoxyethyl (2S,3R,6R)-2-(4-acetamidophenethyl)-3,6-dimethyl-5-methylene-4-oxotetrahydro-2H-pyran-3-carboxylate